CS(=O)(=O)N1N=CC=2C(=CC=CC12)N 1-methylsulfonyl-1H-indazol-4-amine